(S)-(1-(1-hydroxypropan-2-yl)-1H-benzo[d]imidazol-6-yl)boronic acid OC[C@H](C)N1C=NC2=C1C=C(C=C2)B(O)O